The molecule is a beta-diketone that is acetylacetone in which a 4-hydroxyphenyl group and a 2,4-dihydroxyphenyl group replace the two methyl groups. It is a beta-diketone, a member of resorcinols, a member of dihydrochalcones and an aromatic ketone. It is a conjugate acid of a licodione(1-). C1=CC(=CC=C1C(=O)CC(=O)C2=C(C=C(C=C2)O)O)O